C(C)(C)C1=C(NC2=CC=C(C=C12)C1CCN(CC1)C1CCSCC1)C=1C=C(C=2N(C1)N=CN2)C(F)(F)F 4-(4-(3-isopropyl-2-(8-(trifluoromethyl)-[1,2,4]triazolo[1,5-a]pyridin-6-yl)-1H-indol-5-yl)piperidin-1-yl)tetrahydro-2H-thiopyran